(trans)-2-(methoxymethyl)cyclopropylamine hydrochloride Cl.COC[C@H]1[C@@H](C1)N